FC(C(=O)C1=C(C=CC=C1)F)(F)F 2,2,2-trifluoro-1-(2-fluorophenyl)ethan-1-one